2-(2-fluoro-4-(tetrahydrofuran-2-yl)phenyl)-N-(3-(4-fluoropiperidin-1-yl)propyl)benzo[d]imidazo[2,1-b]thiazole-7-carboxamide FC1=C(C=CC(=C1)C1OCCC1)C=1N=C2SC3=C(N2C1)C=CC(=C3)C(=O)NCCCN3CCC(CC3)F